(1s,3s)-3-(6-bromo-5-fluoro-3,3-dimethyl-2-oxo-2,3-dihydro-1H-pyrrolo[3,2-b]pyridin-1-yl)-1-(5-azaspiro[2.5]oct-5-yl)cyclobutane-1-carbonitrile BrC=1C=C2C(=NC1F)C(C(N2C2CC(C2)(C#N)N2CC1(CC1)CCC2)=O)(C)C